OC1=C(C=C(C=C1)C1=CC=C(S1)C(=O)NC(C)C)OC 5-(4-hydroxy-3-methoxyphenyl)-N-isopropylthiophene-2-carboxamide